methyl 6-(3-((trifluoromethoxy)methyl)azetidin-1-yl)quinoline-4-carboxylate FC(OCC1CN(C1)C=1C=C2C(=CC=NC2=CC1)C(=O)OC)(F)F